C(C)OC(=O)C=1C=NN(C1C(F)(F)F)C1=C(C(=NC=C1)OC)Br 1-(3-bromo-2-methoxypyridin-4-yl)-5-(trifluoromethyl)-1H-pyrazole-4-carboxylic acid ethyl ester